(1s,4s)-2'-bromo-4-[(3-chlorophenyl)(trifluoroacetyl)amino]-5'-fluoro-6'-hydroxy-spiro[cyclohexane-1,1'-indene]-4-carboxylic acid methyl ester COC(=O)C1(CCC2(C(=CC3=CC(=C(C=C23)O)F)Br)CC1)N(C(C(F)(F)F)=O)C1=CC(=CC=C1)Cl